ClC1=CC(=C(C=C1)C1=CC(=NC2=C1N=C(N(C2=O)C)C)N2C[C@H](OCC2)C=2C=NN(C2)C)F 8-(4-chloro-2-fluoro-phenyl)-2,3-dimethyl-6-[(2R)-2-(1-methylpyrazol-4-yl)morpholino]pyrido[3,2-d]pyrimidin-4-one